1-((1,1'-biphenyl)-4-yl)-3-hydroxypropane-2-yl-aminofluorene C1(=CC=C(C=C1)CC(CO)C1=C(C=2CC3=CC=CC=C3C2C=C1)N)C1=CC=CC=C1